COC=1C=C2C(=NC=NC2=CC1OC)N1CC(C1)CCC(=O)O 3-(1-(6,7-dimethoxyquinazolin-4-yl)azetidin-3-yl)propionic acid